COCCOC=1C=C(C(=O)N)C=C(C1)C(F)(F)F 3-(2-Methoxyethoxy)-5-(trifluoromethyl)benzamide